OC(=O)C1C2C=CC(C1C(=O)OCCCCC)C2 2-hydroxycarbonyl-3-pentyloxycarbonylbicyclo[2.2.1]Hept-5-ene